ClC1=C2C(=NC=C1)NC(=N2)C2CCC2 7-Chloro-2-cyclobutyl-3H-imidazo[4,5-b]pyridine